FC1N(C(C=C1)C1=C(C=C(C=C1)N1C[C@H](N([C@H](C1)C)C)C)NC(=O)C1=CNC(C=C1C(F)(F)F)=O)C(=O)[O-] 2-fluoro-5-[[6-oxo-4-(trifluoromethyl)-1H-pyridine-3-carbonyl]amino 4-[(3R,5S)-3,4,5-trimethylpiperazin-1-yl]phenyl]-2,5-dihydropyrrole-1-carboxylate